COC(=O)C=1N=CC2=C(C=CC=C2C1O)C 4-hydroxy-8-methylisoquinoline-3-carboxylic acid methyl ester